4-(2-hydroxyphenyl)phenylboronic acid pinacol ester OC1=C(C=CC=C1)C1=CC=C(C=C1)B1OC(C)(C)C(C)(C)O1